N-(4-Cyano-3-(2-(dimethylamino)ethoxy)phenyl)-6-(2-cyclopropyl-4-(5-methyl-1,2,4-oxadiazol-3-yl)phenyl)nicotinamid C(#N)C1=C(C=C(C=C1)NC(C1=CN=C(C=C1)C1=C(C=C(C=C1)C1=NOC(=N1)C)C1CC1)=O)OCCN(C)C